Methyl 2-([1-[(2-chlorophenyl)methyl]-5-(1-methyl-1H-indazol-5-yl)-1H-pyrazol-3-yl]methoxy)-2-methylpropanoate ClC1=C(C=CC=C1)CN1N=C(C=C1C=1C=C2C=NN(C2=CC1)C)COC(C(=O)OC)(C)C